6-bromo-1-hydroxy-8-methyl-2,3,1-benzoxazaborinine BrC=1C=C(C2=C(C=NOB2O)C1)C